C(C)OC1=C(C(C1=O)=O)NC1=C(C(=NC=C1)C(=O)OC(C)(C)C)OC tert-butyl 4-((2-ethoxy-3,4-dioxocyclobut-1-en-1-yl) amino)-3-methoxypicolinate